(7R,8aS)-2-(5-(5-(2-cyclopropylphenyl)-6-methoxy-1H-pyrazolo[4,3-b]pyridin-3-yl)pyridin-2-yl)octahydropyrrolo[1,2-a]pyrazin-7-ol C1(CC1)C1=C(C=CC=C1)C1=C(C=C2C(=N1)C(=NN2)C=2C=CC(=NC2)N2C[C@H]1N(CC2)C[C@@H](C1)O)OC